N-(3alpha,7alpha-dihydroxy-4,4-difluoro-6alpha-ethyl-5beta-cholan-24-yl)-benzenesulfonamide O[C@H]1C([C@H]2[C@H]([C@H]([C@H]3[C@@H]4CC[C@H]([C@@H](CCCNS(=O)(=O)C5=CC=CC=C5)C)[C@]4(CC[C@@H]3[C@]2(CC1)C)C)O)CC)(F)F